4-((9-(2-(2,6-dioxopiperidin-3-yl)-1,3-dioxoisoindolin-5-yl)-3,9-Diazaspiro[5.5]undecan-3-yl)methyl)piperidine-1-carboxylate O=C1NC(CCC1N1C(C2=CC=C(C=C2C1=O)N1CCC2(CCN(CC2)CC2CCN(CC2)C(=O)[O-])CC1)=O)=O